3-(2,2,2-trifluoroethoxy)-2-pyridinesulfonic acid FC(COC=1C(=NC=CC1)S(=O)(=O)O)(F)F